tert-Butyl (2'S)-2-chloro-4-hydroxy-3-iodo-2'-methyl-spiro[4,5-dihydrothieno[2,3-c]pyran-7,4'-piperidine]-1'-carboxylate ClC1=C(C2=C(S1)C1(C[C@@H](N(CC1)C(=O)OC(C)(C)C)C)OCC2O)I